1-bromobutane-2,3-dione BrCC(C(C)=O)=O